(tert-butyl)-[1,1'-biphenyl] C(C)(C)(C)C1=C(C=CC=C1)C1=CC=CC=C1